O1COC2=C1C=CC(=C2)NC2=NC=C(C(=N2)N2N=CC(=C2)NC(=O)N[C@H](CO)C2=CC(=CC=C2)Cl)C (S)-1-(1-(2-(benzo[d][1,3]dioxol-5-ylamino)-5-methylpyrimidin-4-yl)-1H-pyrazol-4-yl)-3-(1-(3-chloro-phenyl)-2-hydroxy-ethyl)urea